C(C)(C)(C)C1=CC=C(C=C1)C1=CC=NC(=N1)C1=NC=CC=C1 6-(4-tert-butylphenyl)-2-(pyridin-2-yl)pyrimidine